C(C)(=O)N(C=1SC2=C(C1C(=O)OC)C=CC(=C2)O)CC2=C(C=C(C=C2)F)F Methyl 2-[acetyl(2,4-difluorobenzyl)amino]-6-hydroxy-1-benzothiophene-3-carboxylate